SC(C(=O)O)C.NC1=C(C=CC=C1)C1=C(N=C(O1)C1=CC=C(C=C1)C(F)(F)F)C(=O)N1CCN(CC1)CCN(C)C (5-(2-aminophenyl)-2-(4-(trifluoromethyl)phenyl)oxazol-4-yl)(4-(2-(dimethylamino)ethyl)piperazin-1-yl)Methanone Sulfanyl-propionate